FC=1C=CC2=C(CNC3=NC4=C(C(NCC(O2)C(=O)N)=O)C=NN4C=C3)C1 11-fluoro-4-oxo-4,5,6,7,13,14-hexahydro-1,15-ethenopyrazolo[4,3-f][1,4,8,10]benzoxatriazacyclotridecine-7-carboxamide